N-(3,5-difluorophenyl)-N-(4-{2-[2-(trifluoromethyl)phenyl]acetamido}pyridin-2-yl)acetamide FC=1C=C(C=C(C1)F)N(C(C)=O)C1=NC=CC(=C1)NC(CC1=C(C=CC=C1)C(F)(F)F)=O